1-methyl-3-(1-phenylvinyl)benzene CC1=CC(=CC=C1)C(=C)C1=CC=CC=C1